CN1CCC2(CC(C2)N(C([O-])=O)C=2N=CC3=CC(=C(C=C3C2)C=2C=NC=3CCCNC3C2C)F)CC1 7-Methyl-7-azaspiro[3.5]nonan-2-yl-(7-fluoro-6-(4-methyl-5,6,7,8-tetrahydro-1,5-naphthyridin-3-yl)isochinolin-3-yl)carbamat